N-((3-fluoro-5-(1-methyl-1H-pyrazol-3-yl)-4'-(trifluoromethyl)-[1,1'-biphenyl]-4-yl)methyl)acrylamide FC=1C=C(C=C(C1CNC(C=C)=O)C1=NN(C=C1)C)C1=CC=C(C=C1)C(F)(F)F